FC1=C(C=CC=C1)C#CC1=CC=C(C(=O)NCC2(CCCCC2)CC(=O)OC)C=C1 Methyl 2-(1-((4-((2-fluorophenyl)ethynyl)benzamido)methyl)cyclohexyl)acetate